6-(1H-indol-5-yl)-N-(3-methoxy-4-morpholinylphenyl)-[1,2,4]triazolo[4,3-a]pyrazin-8-amine N1C=CC2=CC(=CC=C12)C=1N=C(C=2N(C1)C=NN2)NC2=CC(=C(C=C2)N2CCOCC2)OC